C(C1=CC=CC=C1)OC(CCC=C)(C(F)(F)F)C1=NN=C(O1)C1=NC(=C(C=C1N(C(OC(C)(C)C)=O)C(=O)OC(C)(C)C)C(F)(F)F)O tert-butyl N-[2-[5-[1-benzyloxy-1-(trifluoromethyl)pent-4-enyl]-1,3,4-oxadiazol-2-yl]-6-hydroxy-5-(trifluoromethyl)-3-pyridyl]-N-tert-butoxycarbonyl-carbamate